methyl 3-bromo-6-morpholinopicolinate BrC=1C(=NC(=CC1)N1CCOCC1)C(=O)OC